N-tert-butyl-6-(3,5-difluoroanilino)-3-prop-2-ynoxy-pyridine-2-carboxamide C(C)(C)(C)NC(=O)C1=NC(=CC=C1OCC#C)NC1=CC(=CC(=C1)F)F